1-acetyl-3-(((4-fluorophenyl)sulfonyl)methyl)-3-methyl-5-phenyl-1,3-dihydro-2H-pyrrol-2-one C(C)(=O)N1C(C(C=C1C1=CC=CC=C1)(C)CS(=O)(=O)C1=CC=C(C=C1)F)=O